2-(2,6-Dioxopiperidin-3-yl)-4-((3-((4-ethylpiperidin-1-yl)methyl)-4-methylbenzyl)amino)isoindoline-1,3-dione hydrochloride Cl.O=C1NC(CCC1N1C(C2=CC=CC(=C2C1=O)NCC1=CC(=C(C=C1)C)CN1CCC(CC1)CC)=O)=O